NC1=C(C=C(C=N1)NC(C(=O)N1[C@H](CC[C@@H](C1)C)C=1C=CC2=C(N=C(S2)[C@@H]2CN(CC2)C)C1)=O)CC N-(6-amino-5-ethyl-3-pyridyl)-2-[(2R,5S)-5-methyl-2-[2-[(3S)-1-methylpyrrolidin-3-yl]-1,3-benzothiazol-5-yl]-1-piperidyl]-2-oxo-acetamide